ClC1=C(N=C(C=2C(N3[C@@H](COC21)CNCC3)=O)N3CC(CC3(C)C)N(C(OC(C)(C)C)=O)C)C3=C(C=CC=C3)F tert-Butyl (1-((R)-4-chloro-3-(2-fluorophenyl)-12-oxo-6,6a,7,8,9,10-hexahydro-12H-pyrazino[2,1-c]pyrido[3,4-f][1,4]oxazepin-1-yl)-5,5-dimethylpyrrolidin-3-yl)(methyl)carbamate